Heptenamide C(C=CCCCC)(=O)N